O1C(CCCC1)N1N=CC(=C1)B(O)O (1-(tetrahydro-2H-pyran-2-yl)-1H-pyrazol-4-yl)boronic acid